4-(3-(1-(4-chloro-3-(2,4-dioxotetrahydropyrimidin-1(2H)-yl)benzoyl)piperidin-4-yl)propyl)piperidine-1-carboxylic acid tert-butyl ester C(C)(C)(C)OC(=O)N1CCC(CC1)CCCC1CCN(CC1)C(C1=CC(=C(C=C1)Cl)N1C(NC(CC1)=O)=O)=O